FC1=C(C(=C(C(=C1[B-](C1=C(C(=C(C(=C1F)F)F)F)F)(C1=C(C(=C(C(=C1F)F)F)F)F)C1=C(C(=C(C(=C1F)F)F)F)F)F)F)F)F.C[Si+](CCCCCCCCCCCCCCCCCC)C dimethyloctadecylsilylium tetrakis(pentafluorophenyl)borate